O1C(OCC1)C1=C(C=CC=C1OCC1=CC=C(C=C1)OC)C=1C=NN(C1)C1=NC=CC(=N1)Cl 2-(4-(2-(1,3-dioxolan-2-yl)-3-((4-methoxybenzyl)oxy)phenyl)-1H-pyrazol-1-yl)-4-chloropyrimidine